2-(4-(3-fluoro-4-hydroxyphenyl)-3-methyl-2-oxo-6-(trifluoromethyl)-2,3-dihydro-1H-benzo[d]imidazol-1-yl)-N-(4-fluorophenyl)acetamide FC=1C=C(C=CC1O)C1=CC(=CC=2N(C(N(C21)C)=O)CC(=O)NC2=CC=C(C=C2)F)C(F)(F)F